2-hydroxy-1-propanethiol tertbutyl-4-[4-[2-chloro-4-[[1-methyl-5-[3-(trifluoromethyl)-1H-pyrazol-4-yl]imidazole-2-carbonyl]amino]benzoyl]piperazine-1-carbonyl]piperidine-1-carboxylate C(C)(C)(C)C1N(CCC(C1)C(=O)N1CCN(CC1)C(C1=C(C=C(C=C1)NC(=O)C=1N(C(=CN1)C=1C(=NNC1)C(F)(F)F)C)Cl)=O)C(=O)O.OC(CS)C